N-(1-((2-hydroxynaphthalen-1-yl)methyl)naphthalen-2-yl)methanesulfonamide OC1=C(C2=CC=CC=C2C=C1)CC1=C(C=CC2=CC=CC=C12)NS(=O)(=O)C